COC[C@H]1[C@@H](C1)C1=CNC2=NC=CC(=C21)N[C@@H]2CC[C@@H](N(C2)C(C=C)=O)C ((2S,5R)-5-((3-((1R,2R)-2-(methoxymethyl)cyclopropyl)-1H-pyrrolo[2,3-b]pyridin-4-yl)amino)-2-methylpiperidin-1-yl)prop-2-en-1-one